7-bicyclo[4.1.0]-heptanyl-[4-[3-(2-methoxyphenoxy)-propyl]piperazin-1-yl]methanone C12CCCCC2C1C(=O)N1CCN(CC1)CCCOC1=C(C=CC=C1)OC